N[C@@H](CCC(=O)[O-])C(=O)[O-] |r| (±)-Glutamate